7-(5-amino-4-methylpyridin-3-yl)-N~2~-(6-methoxy-2-methyl-1,2,3,4-tetrahydroisoquinolin-7-yl)quinazoline-2,5-diamine NC=1C(=C(C=NC1)C=1C=C(C=2C=NC(=NC2C1)NC1=C(C=C2CCN(CC2=C1)C)OC)N)C